N-[3-[(2,3-dihydroxypropyl)(3-decyloxypropyl)amino]propyl]palmitamide OC(CN(CCCNC(CCCCCCCCCCCCCCC)=O)CCCOCCCCCCCCCC)CO